COC(=O)C1CCC(CC1)C1=CC=NC2=CC=C(C=C12)F 4-(6-fluoroquinolin-4-yl)cyclohexane-1-carboxylic acid methyl ester